C(C)(C)(C)OC(C(CC1=CC(=CC=C1)C1=NC(=NC=C1F)Cl)(C)C)=O 3-(3-(2-chloro-5-fluoropyrimidin-4-yl)phenyl)-2,2-dimethylpropionic acid tert-butyl ester